2-(4-fluorophenyl)-4-phenylquinazoline FC1=CC=C(C=C1)C1=NC2=CC=CC=C2C(=N1)C1=CC=CC=C1